(1S,2R)-2-(chloro-L-5-naphthyridinyl)cyclopentan-1-ol ClC1=NC2=NC=CC(=C2C=C1)[C@@H]1[C@H](CCC1)O